2-(1-(methylthio)ethyl)-6-(pent-3-yl)phenol CSC(C)C1=C(C(=CC=C1)C(CC)CC)O